The molecule is a saturated fatty acyl-CoA(4-) arising from deprotonation of the phosphate and diphosphate functions of isoheptadecanoyl-CoA. Major species at pH 7.3. It is a saturated fatty acyl-CoA(4-), a long-chain fatty acyl-CoA(4-) and a 3-substituted propionyl-CoA(4-). It is a conjugate base of an isoheptadecanoyl-CoA. CC(C)CCCCCCCCCCCCCC(=O)SCCNC(=O)CCNC(=O)[C@@H](C(C)(C)COP(=O)([O-])OP(=O)([O-])OC[C@@H]1[C@H]([C@H]([C@@H](O1)N2C=NC3=C(N=CN=C32)N)O)OP(=O)([O-])[O-])O